Di(pentadecan-7-yl) 3,3'-((14-ethyl-10-oxo-2,9-dioxa-5,6-dithia-14-azahexadecanoyl)azanediyl)dipropionate C(C)N(CCCC(OCCSSCCOC(=O)N(CCC(=O)OC(CCCCCC)CCCCCCCC)CCC(=O)OC(CCCCCC)CCCCCCCC)=O)CC